O1CCNCCOCCOCCNCCOC2=C1C=CC=C2 3,4,5,6,8,9,12,13,14,15-decahydro-2H,11H-1,7,10,16,4,13-benzotetraoxadiazacyclooctadecine